1,1,1,5,5,5-hexafluoropentan-2,4-dione FC(C(CC(C(F)(F)F)=O)=O)(F)F